(R)-N2-(3-chloro-4-fluorophenyl)-N4-(1-cyclopropylethyl)-8-(2-ethoxyethyl)quinazoline-2,4-diamine ClC=1C=C(C=CC1F)NC1=NC2=C(C=CC=C2C(=N1)N[C@H](C)C1CC1)CCOCC